CO\N=C\C1=C(C=CC=C1)OC (E)-2-methoxybenzaldehyde O-methyloxime